N-{2-[4-(acetyl-amino)phenyl]-1H-indol-5-yl}-1-[(2R)-2-phenyl-2-(pyrrolidin-1-yl)acetyl]-L-prolinamide C(C)(=O)NC1=CC=C(C=C1)C=1NC2=CC=C(C=C2C1)NC([C@H]1N(CCC1)C([C@H](N1CCCC1)C1=CC=CC=C1)=O)=O